phthalazinal C1(=NN=CC2=CC=CC=C12)C=O